6-(benzyloxy)hexanal (E)-2-((6-(4-hydroxy-6-methoxy-7-methyl-3-oxo-1,3-dihydroisobenzofuran-5-yl)-4-methylhex-4-enoyl)oxy)propane-1,3-diyl-dipalmitate OC1=C2C(OCC2=C(C(=C1C/C=C(/CCC(=O)OC(CCCCCCCCCCCCCCCCC(=O)O)CCCCCCCCCCCCCCCCC(=O)O)\C)OC)C)=O.C(C1=CC=CC=C1)OCCCCCC=O